C(C)S(=O)(=O)C1=CC=C(CNC(C2=CC=C(C=C2)N2[C@@H](C[C@H](C2)OC2=CC=C(C=C2)C(F)(F)F)COC)=O)C=C1 N-(4-(ethylsulfonyl)benzyl)-4-((2S,4R)-2-(methoxymethyl)-4-(4-(trifluoromethyl)phenoxy)pyrrolidin-1-yl)benzamide